7-[(2R,4S)-2-(1-cyclopropylpyrazol-4-yl)tetrahydropyran-4-yl]-5-(2,4-difluorophenyl)-2,3-dimethyl-pyrido[2,3-d]pyrimidin-4-one C1(CC1)N1N=CC(=C1)[C@@H]1OCC[C@@H](C1)C=1C=C(C2=C(N=C(N(C2=O)C)C)N1)C1=C(C=C(C=C1)F)F